(4-((2S,4S)-4-ethoxy-1-((5-methoxy-7-methyl-1H-indol-4-yl)methyl)piperidin-2-yl)benzoyl)serine C(C)O[C@@H]1C[C@H](N(CC1)CC1=C2C=CNC2=C(C=C1OC)C)C1=CC=C(C(=O)N[C@@H](CO)C(=O)O)C=C1